manganese (II) chloride dihydrate O.O.[Cl-].[Mn+2].[Cl-]